4,5-dichloroquinolin-8-amine ClC1=CC=NC2=C(C=CC(=C12)Cl)N